Cl[Si](CCC(F)(F)F)(C)C chloro-dimethyl(3,3,3-trifluoropropyl)silane